SC1=CC(=C(C(=C1)C(C)(C)C)O)C(C)(C)C L-4-mercapto-2,6-di-tert-butylphenol